Cl.N1CCC(CC1)C1=CC=C(O[C@@H]2C(NC(CC2)=O)=O)C=C1 (3S)-3-[4-(4-piperidyl)phenoxy]piperidine-2,6-dione hydrochloride